tert-Butoxycarbonyl-N-[4-(4-methyl-2-thienyl)-2-nitro-phenyl]carbamic acid tert-butyl ester C(C)(C)(C)OC(N(C1=C(C=C(C=C1)C=1SC=C(C1)C)[N+](=O)[O-])C(=O)OC(C)(C)C)=O